CNC1=NC2=C3C(=CC=C2C=N1)C=C(S3)C(=O)O 2-(methylamino)thieno[3,2-h]quinazoline-8-carboxylic acid